BrC=1C(=NC=C(N1)C1=CC=CC=C1)N\C(\C(=O)OC(C)(C)C)=C/C=1OC=CC1 Tert-butyl (Z)-2-((3-bromo-5-phenylpyrazin-2-yl)amino)-3-(furan-2-yl)acrylate